Trans-ethyl 1-{3-[(4-{[6-(5-chloro-2-fluorophenyl)-3-[(2-hydroxyethyl)sulfanyl]pyridazin-4-yl]amino}pyridin-2-yl)carbamoyl]cyclobutyl}piperidine-4-carboxylate ClC=1C=CC(=C(C1)C1=CC(=C(N=N1)SCCO)NC1=CC(=NC=C1)NC(=O)[C@@H]1C[C@H](C1)N1CCC(CC1)C(=O)OCC)F